C(#N)C=1C=C(C=C(C1)N1N=C(C2=CC=CC=C12)C1=CC=C(C=C1)C(F)(F)F)NC(C=C)=O N-(3-cyano-5-(3-(4-(trifluoro-methyl)phenyl)-1H-indazol-1-yl)-phenyl)acrylamide